FC1=CC=C2C=CN(C2=C1NS(=O)(=O)C1=CC=C(C=C1)C)COCC[Si](C)(C)C N-(6-fluoro-1-((2-(trimethylsilyl)ethoxy)methyl)-1H-indol-7-yl)-4-methylbenzenesulfonamide